hexachloro-melamine ClN(C1=NC(=NC(=N1)N(Cl)Cl)N(Cl)Cl)Cl